6-benzyloxy-10-bromo-[1,2,4]triazolo[5,1-a]isoquinoline-5-carboxylic acid C(C1=CC=CC=C1)OC1=C(N2C(C3=C(C=CC=C13)Br)=NC=N2)C(=O)O